(2R)-6-chloro-N-{3-[2-(4-chloro-3-fluorophenoxy)acetamido]bicyclo[1.1.1]pentan-1-yl}-4-oxo-3,4-dihydro-2H-1-benzopyran-2-carboxamide ClC=1C=CC2=C(C(C[C@@H](O2)C(=O)NC23CC(C2)(C3)NC(COC3=CC(=C(C=C3)Cl)F)=O)=O)C1